(4aR,8aS)-6-(3-((E)-2-fluoro-6-(trifluoromethyl)styryl)azetidine-1-carbonyl)hexahydro-2H-pyrido[4,3-b][1,4]Oxazin FC1=C(/C=C/C2CN(C2)C(=O)N2C[C@@H]3[C@@H](OCCN3)CC2)C(=CC=C1)C(F)(F)F